CN1C(=C2OC[C@@H]3[C@H](NS(C2=C1)(=O)=O)CCC3)C(=O)NC3=CC(=C(C(=C3)F)F)F cis-2-methyl-N-(3,4,5-trifluorophenyl)-5a,6,7,8,8a,9-hexahydro-2H,5H-cyclopenta[f]pyrrolo[3,4-b][1,4,5]oxathiazocine-1-carboxamide 4,4-dioxide